1-[(2S,4R)-4-hydroxy-2-[5-(4-methoxyphenyl)-4-(trifluoromethyl)-1H-imidazol-2-yl]pyrrolidin-1-yl]-2-(3-methoxy-1,2-oxazol-5-yl)-3-methylbutan-1-one O[C@@H]1C[C@H](N(C1)C(C(C(C)C)C1=CC(=NO1)OC)=O)C=1NC(=C(N1)C(F)(F)F)C1=CC=C(C=C1)OC